(S)-2-amino-3-hydroxy-2-methylpropionate hydrochloride Cl.N[C@](C(=O)O)(CO)C